C(C)(C)(C)OC(=O)N(C1=NC=CC(=C1)C=1OC=C(N1)C(=O)NC=1C(=NN(C1)C=1C=CC(=NC1)C(=O)O)C(N)=O)CC(F)(F)F 5-[4-[[2-[2-[Tert-butoxycarbonyl(2,2,2-trifluoroethyl)amino]-4-pyridyl]oxazole-4-carbonyl]amino]-3-carbamoylpyrazol-1-yl]pyridine-2-carboxylic acid